racemic-{(6S,8aR)-2-[3-fluoro-5-(2-methoxyethoxy)pyridin-2-yl]octahydropyrrolo[1,2-a]pyrazin-6-yl}methanol FC=1C(=NC=C(C1)OCCOC)N1C[C@@H]2N(CC1)[C@@H](CC2)CO |r|